1-morpholino-3-(3-(triethoxysilyl)propoxy)propan-2-ol ethyl-(E)-2-cyano-2-(hydroxyimino)acetate C(C)O\N=C(\C(=O)OC(CN1CCOCC1)COCCC[Si](OCC)(OCC)OCC)/C#N